1-(5-Bromopyridin-2-yl)-4-formyl-N-isobutylpiperidine-4-amide BrC=1C=CC(=NC1)N1CCC(CC1)(C(=O)NCC(C)C)C=O